1,2,4-cyclohexenetricarboxylic acid C1(=C(CC(CC1)C(=O)O)C(=O)O)C(=O)O